N-(1H-indazol-6-yl)-N-[(3-methoxy-2-methyl-phenyl)methyl]-1,2-dimethyl-5-[2-[(3S)-3-(morpholinomethyl)-3,4-dihydro-1H-isoquinoline-2-carbonyl]-5-nitro-phenyl]pyrrole-3-carboxamide N1N=CC2=CC=C(C=C12)N(C(=O)C1=C(N(C(=C1)C1=C(C=CC(=C1)[N+](=O)[O-])C(=O)N1CC2=CC=CC=C2C[C@H]1CN1CCOCC1)C)C)CC1=C(C(=CC=C1)OC)C